5-hydroxy-1H-benzo[d]imidazole OC1=CC2=C(NC=N2)C=C1